[Sn].C(C)C(C(=O)O)CCCC.C(C)C(C(=O)O)CCCC bis(2-ethylhexanoic acid) tin